C(C)(C)(C)NC=1SC2=C(N1)C(=CC=C2)C2=C(C=C(C=C2C)C)C N-(tert-butyl)-4-mesityl-benzothiazol-2-amine